NC([C@H]([C@@H](C)O)NC(=O)C1=C(OC2=C1C=C(C=C2)OCC2=CN=C(S2)C)C)=O N-((2S,3R)-1-amino-3-hydroxy-1-oxobutan-2-yl)-2-methyl-5-((2-methylthiazol-5-yl)methoxy)benzofuran-3-carboxamide